COC=1C=C(C=CC1OC)C=1NC2=CC=C(C=C2C1C)C1CCN(CC1)CCN(C1COC1)C N-(2-(4-(2-(3,4-dimethoxyphenyl)-3-methyl-1H-indol-5-yl)piperidin-1-yl)ethyl)-N-methyloxetan-3-amine